2-(4,4-difluoro-3-methylpiperidin-1-yl)-4,6-dimethyl-5-(trifluoromethyl)nicotinamide FC1(C(CN(CC1)C1=C(C(=O)N)C(=C(C(=N1)C)C(F)(F)F)C)C)F